fluorozirconium chromium [Cr].F[Zr]